5-bromo-2-(6,7-dimethoxy-2-methylquinazolin-4-yl)-3,4-dihydroisoquinolin-1(2H)-one BrC1=C2CCN(C(C2=CC=C1)=O)C1=NC(=NC2=CC(=C(C=C12)OC)OC)C